tert-butyl 4-[(4,5-dichloro-2-[[2-(trimethylsilyl)ethoxy]methoxy]phenyl)[(2-methylpropane-2-sulfinyl)amino]methyl]-2,2-dimethylpiperidine-1-carboxylate ClC1=CC(=C(C=C1Cl)C(C1CC(N(CC1)C(=O)OC(C)(C)C)(C)C)NS(=O)C(C)(C)C)OCOCC[Si](C)(C)C